2-(prop-2-yloxy)propan-2-ol CC(C)OC(C)(C)O